Methyl 2-((4-chloro-3-nitrophenyl) sulfonamido)-4,5-dimethoxybenzoate ClC1=C(C=C(C=C1)S(=O)(=O)NC1=C(C(=O)OC)C=C(C(=C1)OC)OC)[N+](=O)[O-]